NC1=NC=2C=C(C(=CC2C2=C1C=NN2C)C(=O)N(CC2=NC=C(C=C2)C(F)(F)F)C)F 4-amino-7-fluoro-N,1-dimethyl-N-((5-(trifluoromethyl)-2-pyridinyl)methyl)-1H-pyrazolo[4,3-c]quinoline-8-carboxamide